ClC1=NC=C(C(=N1)NC=1C=C2C(CNC(C2=CC1)=O)(C)C)C 6-[(2-chloro-5-methyl-pyrimidin-4-yl)amino]-4,4-dimethyl-2,3-dihydroisoquinolin-1-one